N-(5-bromo-2-pyridinyl)-5-methoxy-N-methyl-pyridin-2-amine BrC=1C=CC(=NC1)N(C1=NC=C(C=C1)OC)C